COC=1C=C(C=CC1)N1C(N(C(NC1=O)=O)C1=CC=C(C=C1)OC1=CC=CC=C1)=O 1-(3-methoxyphenyl)-3-(4-phenoxyphenyl)-1,3,5-triazinane-2,4,6-trione